(5-methyl-1,2,4-oxadiazol-3-yl)-[1,1'-biphenyl]-4-carbonyl chloride CC1=NC(=NO1)C1=C(C=CC(=C1)C(=O)Cl)C1=CC=CC=C1